1-(2-((4-(5-(1H-pyrrol-1-yl)pyridin-3-yl)-1H-1,2,3-triazol-1-yl)methyl)imidazo[1,2-a]pyridin-6-yl)-N-((3-fluorobicyclo[1.1.1]pentan-1-yl)methyl)methylamine N1(C=CC=C1)C=1C=C(C=NC1)C=1N=NN(C1)CC=1N=C2N(C=C(C=C2)CNCC23CC(C2)(C3)F)C1